3-(3-chlorophenyl)-5,5-dimethyl-4-methylene-1,3-oxazolidin-2-one ClC=1C=C(C=CC1)N1C(OC(C1=C)(C)C)=O